CN1N=CC(=C1)C=1C(CCNC1)=O 5-(1-methyl-1H-pyrazol-4-yl)-2,3-dihydropyridin-4(1H)-one